5-(2-chloronaphthalen-1-yl)-3-methylenedihydrofuran-2(3H)-one ClC1=C(C2=CC=CC=C2C=C1)C1CC(C(O1)=O)=C